O=C(CC(=O)OCC=COCC)C ethoxymethyleneEthyl 3-oxobutyrate